Cl.NC(C(CC(=O)OCC)(C)C)C ethyl 4-amino-3,3-dimethylvalerate hydrochloride